ClCC=1N(C2=C(N1)C=CC(=C2F)C(=O)OC)C[C@H]2OCCC2 methyl 2-(chloromethyl)-4-fluoro-3-[(2S)-oxolan-2-ylmethyl]-1,3-benzodiazole-5-carboxylate